(S)-6-((2-carboxyethyl)amino)-6-oxohexane-1,5-diaminium 2,2,2-trifluoroacetate FC(C(=O)[O-])(F)F.C(=O)(O)CCNC([C@H](CCCC[NH3+])[NH3+])=O.FC(C(=O)[O-])(F)F